COC1=CC=C(C=C1)C1=NN(C=C1C1NN=C(C1)C1=CC=C(C=C1)OC)C1=CC=CC=C1 3',5-bis(4-methoxyphenyl)-1'-phenyl-3,4-dihydro-1'H,2H-3,4'-bipyrazole